BrC=1C(=NNC1C(F)F)CN(C(=O)NC1=CC(=C(C=C1)F)Cl)C=1C=NC(=NC1)OC 1-((4-Bromo-5-(difluoromethyl)-1H-pyrazol-3-yl)methyl)-3-(3-chloro-4-fluorophenyl)-1-(2-methoxypyrimidin-5-yl)urea